The molecule is a mycolate ester formed by esterification of (2R)-2-{(1R)-1-hydroxy-15-[2-(20-methoxy-21-methylnonatriacontyl)cyclopropyl]pentadecyl}hexacosanoic acid with the 1-OH of glycerol. It has a role as an antigen. It derives from a glycerol and a (2R)-2-{(1R)-1-hydroxy-15-[2-(20-methoxy-21-methylnonatriacontyl)cyclopropyl]pentadecyl}hexacosanoic acid. CCCCCCCCCCCCCCCCCCCCCCCC[C@H]([C@@H](CCCCCCCCCCCCCCC1CC1CCCCCCCCCCCCCCCCCCCC(C(C)CCCCCCCCCCCCCCCCCC)OC)O)C(=O)OCC(CO)O